3-(3-amino-2,3-dihydrobenzofuran-5-yl)-6-((4-hydroxy-1-((R)-3-phenylbutyryl)piperidin-4-yl)methyl)-2-methyl-2H-pyrazolo[4,3-d]pyrimidin-7(6H)-one NC1COC2=C1C=C(C=C2)C=2N(N=C1C2N=CN(C1=O)CC1(CCN(CC1)C(C[C@@H](C)C1=CC=CC=C1)=O)O)C